C1(CC1)C1=C(C=C(C(=O)O)C=C1)S(NC1=C(C=CC(=C1)S(N)(=O)=O)N1CCCCC1)(=O)=O 4-cyclopropyl-3-(N-(2-(piperidin-1-yl)-5-sulfamoylphenyl)sulfamoyl)benzoic acid